Cl.Cl.C([C@@H](C(=O)O)N)SSC[C@@H](C(=O)O)N (l)-cystine dihydrochloride